[As].[Tl].[Cl] chlorine thallium arsenic